Tetradecanoic acid, trimethylsilyl ester C(CCCCCCCCCCCCC)(=O)O[Si](C)(C)C